FC(C(=O)OC=1C(=C(C=CC1)I)OC(C(F)(F)F)=O)(F)F bis(trifluoroacetyloxy)iodobenzene